(R)-4-cyano-N-((2-(6-((cis)-2,6-dimethylmorpholino)pyridin-2-yl)-1,6-naphthyridin-7-yl)methyl)-4-methylisochromane-6-carboxamide C(#N)[C@@]1(COCC2=CC=C(C=C12)C(=O)NCC1=NC=C2C=CC(=NC2=C1)C1=NC(=CC=C1)N1C[C@@H](O[C@@H](C1)C)C)C